3-(bromomethyl)-5-fluorobenzoic acid methyl ester COC(C1=CC(=CC(=C1)F)CBr)=O